N-2-Ethylhexyl-1,3-bis(aminomethyl)benzol CCNCC1=C(C(=CC=C1)CN)CCCCCC